COC1=CC=C(C=N1)C=1CN(CCC1)C(=O)OC(C)(C)C tert-butyl 6'-methoxy-5,6-dihydro-[3,3'-bipyridine]-1(2H)-carboxylate